5-(4-((tert-butoxycarbonyl)amino)-1H-pyrazol-1-yl)quinoline-2-carboxylic acid C(C)(C)(C)OC(=O)NC=1C=NN(C1)C1=C2C=CC(=NC2=CC=C1)C(=O)O